6,7-dimethoxy-N-(3-ethynylphenyl)-4-trifluoromethylquinazolin-2-amine COC=1C=C2C(=NC(=NC2=CC1OC)NC1=CC(=CC=C1)C#C)C(F)(F)F